5-Amino-L-norvaline NCCC[C@H](N)C(=O)O